S-methyl O-(4-(oxetan-3-yl)benzyl) carbonodithioate C(OCC1=CC=C(C=C1)C1COC1)(=S)SC